CC=1C=C2C(C=C(OC2=C(C1)C(C)NC1=C(C(=O)O)C=CC=C1)C1=CC=C(C=C1)N1CC(N(CC1)C)=O)=O 2-[1-[6-methyl-2-[4-(4-methyl-3-oxo-piperazin-1-yl)phenyl]-4-oxo-chromen-8-yl]ethylamino]benzoic acid